CN1N=NC=C1C(=O)NC1=NNC(=C1)[C@@H]1C[C@@H](CC1)CC(C)NC([O-])=O (1R,3S)-3-(3-{[(1-methyl-1H-1,2,3-triazol-5-yl)carbonyl]amino}-1H-pyrazol-5-yl)cyclopentylpropan-2-ylcarbamate